C(#N)C1(NC=CC=N1)[2H] 2-cyanopyrimidine-2-d